tetra-tertiary butoxysilane C(C)(C)(C)O[Si](OC(C)(C)C)(OC(C)(C)C)OC(C)(C)C